C(C)(C)(C)OC=1C=C(C=CC1OC(C)(C)C)[S+](C1=CC=CC=C1)C1=CC(=C(C=C1)OC(C)(C)C)OC(C)(C)C bis(3,4-di-t-butoxyphenyl)phenylsulfonium